5-Bromo-4-(bromomethyl)-2-chloropyridine BrC=1C(=CC(=NC1)Cl)CBr